C(#N)C1=CC=C(C=2N=C([N-]C21)C(F)(F)F)C#N 4,7-dicyano-2-trifluoromethylbenzimidazolid